FC=1C=C2C(=CNC2=CC1F)NC(C(=O)NCCC1=NC=C(C=C1)C(F)(F)F)=O N-(5,6-difluoro-1H-indol-3-yl)-N'-{2-[5-(trifluoromethyl)pyridin-2-yl]ethyl}ethanediamide